N-n-butyl-3-aminopropyltriethoxysilane C(CCC)NCCC[Si](OCC)(OCC)OCC